4-(benzimidazol-1-yl)-N-[2-(4-carbamoylphenyl)thieno[3,2-c]pyridin-4-yl]-2-fluoro-N-[(3R)-3-piperidyl]benzamide N1(C=NC2=C1C=CC=C2)C2=CC(=C(C(=O)N([C@H]1CNCCC1)C1=NC=CC3=C1C=C(S3)C3=CC=C(C=C3)C(N)=O)C=C2)F